[N+](=O)([O-])C=1C=C(C=CC1)C=1N=C(SC1)N(C(OC(C)(C)C)=O)C1=CC(=CC=C1)C(F)(F)F tert-Butyl N-[4-(3-nitrophenyl)thiazol-2-yl]-N-[3-(trifluoromethyl)phenyl]carbamate